Cl.FC(OC1=C(C=C(C(=O)N)C=C1)F)F 4-(difluoromethoxy)-3-fluorobenzamide hydrochloride